C(C)OC(C[C@H](NC(=O)NC=1C(N(C=CC1O)C)=O)C1=CC(=CC=C1)C(C1=C(C=CC=C1)C)(F)F)=O (S)-ethyl-3-(3-(difluoro(o-tolyl)methyl)phenyl)-3-(3-(4-hydroxy-1-methyl-2-oxo-1,2-dihydropyridin-3-yl)ureido)propanoate